BrC=1C=C2C=NN(C2=CC1[N+](=O)[O-])C 5-Bromo-1-methyl-6-nitro-indazole